2-((3-(trifluoromethyl)benzyl)amino)pyrimidine-5-carbohydrazide FC(C=1C=C(CNC2=NC=C(C=N2)C(=O)NN)C=CC1)(F)F